1-((3-(8-Cyano-2-methylindolizin-5-yl)pyridin-4-yl)thio)cyclobutan C(#N)C1=CC=C(N2C=C(C=C12)C)C=1C=NC=CC1SC1CCC1